F[P-](F)(F)(F)(F)F.C(CCC)C=1NC=C[N+]1C butyl-3-methylimidazolium hexafluorophosphate